NC=1N=C(C2=C(N1)C=CN(C2=O)CC2=CC=C(C=C2)CN2CCCC2)N[C@H](CO)CCC (S)-2-amino-4-((1-hydroxypentan-2-yl)amino)-6-(4-(pyrrolidin-1-ylmethyl)benzyl)pyrido[4,3-d]pyrimidin-5(6H)-one